((1R,3S)-3-((5-chloro-4-(4,4-dimethyl-1-oxo-1,2,3,4-tetrahydroisoquinolin-6-yl)pyridin-2-yl)carbamoyl)cyclohexyl)carbamic acid tert-butyl ester C(C)(C)(C)OC(N[C@H]1C[C@H](CCC1)C(NC1=NC=C(C(=C1)C=1C=C2C(CNC(C2=CC1)=O)(C)C)Cl)=O)=O